C(CCCCCCCCCCC)(=O)O.C(CCCCCCCCCCC)(=O)O.C(O)C(CC)(CO)CO trimethylolpropane dilaurate